CC=1C=C(C=CC1N)C1=CC(=C(N)C=C1)C 3,3'-dimethyl-benzidine